4-((2,6-difluoro-4-(2-hydroxypyridin-3-yl)benzyl)oxy)phenyl sulfurofluoridate S(OC1=CC=C(C=C1)OCC1=C(C=C(C=C1F)C=1C(=NC=CC1)O)F)(=O)(=O)F